OCCCNC(OCC=C)=O prop-2-en-1-yl (3-hydroxypropyl)carbamate